3-[2-(methoxymethoxy)-6-methyl-4-(trifluoromethyl)phenyl]cinnolin-8-yl trifluoromethanesulfonate FC(S(=O)(=O)OC=1C=CC=C2C=C(N=NC12)C1=C(C=C(C=C1C)C(F)(F)F)OCOC)(F)F